C(C(C)C)C=1N=C(C2=C(N1)NC=C2C=2C=C1C=CC=NC1=CC2)OC 6-(2-isobutyl-4-methoxy-7H-pyrrolo[2,3-d]pyrimidin-5-yl)quinoline